3,5-bis-trifluoromethyl-benzoic acid FC(C=1C=C(C(=O)O)C=C(C1)C(F)(F)F)(F)F